N[C@@H]1C2=CC=CC=C2CC12CCN(CC2)C=2C(=NC(=CN2)SC2=C(C(=CC(=C2)F)Cl)OC)CO (S)-(3-(1-amino-1,3-dihydrospiro[inden-2,4'-piperidin]-1'-yl)-6-((3-chloro-5-fluoro-2-methoxyphenyl)thio)pyrazin-2-yl)methanol